5-([1,1'-biphenyl]-4-yl)-4-((tert-butoxycarbonyl)amino)-2-methyl-2-pentenoic acid ethyl ester C(C)OC(C(=CC(CC1=CC=C(C=C1)C1=CC=CC=C1)NC(=O)OC(C)(C)C)C)=O